3-(4-Methoxyphenyl)-1,1-bis(phenylselanyl)propan-2-one COC1=CC=C(C=C1)CC(C([Se]C1=CC=CC=C1)[Se]C1=CC=CC=C1)=O